(S)-3-(methylsulfonylamino)pyrrolidine-1-carboxylic acid tert-butyl ester C(C)(C)(C)OC(=O)N1C[C@H](CC1)NS(=O)(=O)C